NC1=NC=2C=CC(=CC2C2=C1COC2)C(=O)N(CC2=NC=C(C=C2)C(F)(F)F)[C@H]2C=1N(CCC2)N=CN1 4-amino-N-((8R)-5,6,7,8-tetrahydro[1,2,4]triazolo[1,5-a]pyridin-8-yl)-N-((5-(trifluoromethyl)-2-pyridinyl)methyl)-1,3-dihydrofuro[3,4-c]quinoline-8-carboxamide